OC=1C(=C(C=O)C(=C(C1O)C)C)C 3,4-dihydroxy-2,5,6-trimethylbenzaldehyde